6-Chloro-8-[6-(4-methyl-piperazin-1-yl)-pyridin-3-yl]-9-(2,2,2-trifluoro-ethyl)-9H-pyrido[3,4-b]indole ClC=1C=C2C3=C(N(C2=C(C1)C=1C=NC(=CC1)N1CCN(CC1)C)CC(F)(F)F)C=NC=C3